C(C)N1CC=2N=CC(=C(C3=CN4C(C(OCCCC[C@@H](NC1=O)CCC(F)(F)F)=N3)=NC=C4)C2)OC (16R)-13-ethyl-8-methoxy-16-(3,3,3-trifluoropropyl)-12,13,15,16,17,18,19,20-octahydro-14H-6,22-(azeno)-11,7-(metheno)imidazo[2,1-c][1,4,10,13,15]oxatetraazacycloicosin-14-one